hydroxy-carbonylethyl-3',3'-dimethylspiro[2H-1,4-benzoxazine-2,2'-indoline] OC(=O)CCN1C2(C(C3=CC=CC=C13)(C)C)OC1=C(N=C2)C=CC=C1